[Cl-].[Cl-].CC(C)=[Zr+2](C1C=CC2=CC=CC=C12)C1C=CC=C1 dimethylmethylene(cyclopentadienyl)(1-indenyl)zirconium dichloride